C(C)(=O)C1=C(NC2=C(C=CC(=C2C1=O)Cl)Br)SCC1=CC=C(C=C1)[N+](=O)[O-] 3-acetyl-8-bromo-5-chloro-2-((4-nitrobenzyl)thio)quinolin-4(1H)-one